2-(2-chloro-4-nitrophenyl)ethan-1-ol ClC1=C(C=CC(=C1)[N+](=O)[O-])CCO